N1N=C(C=C1)C(C(=O)NCC=1SC=CC1)OC1=CC=C(C=C1)C (1H-pyrazol-3-yl)-N-(thiophen-2-ylmethyl)-2-(p-tolyloxy)acetamide